methyl 3-(9-((4-(aminomethyl)phenyl)carbamoyl)-4,5-dihydrobenzo[b]thieno[2,3-d]oxepin-8-yl)-6-((1-methylcyclohexyl)carbamoyl)picolinate NCC1=CC=C(C=C1)NC(=O)C1=CC2=C(OCCC3=C2SC=C3)C=C1C=1C(=NC(=CC1)C(NC1(CCCCC1)C)=O)C(=O)OC